C(C)OC([C@@H](N(C(C(=O)O)=O)C(C(=O)O)=O)C)=O N,N-bisoxalylalanine ethyl ester